6-(2-chloro-5-fluoropyrimidin-4-yl)-8-fluoro-2,3-dimethyl-3,4-dihydro-5-oxa-1,2a-diazaacenaphthylene ClC1=NC=C(C(=N1)C1=C2OCC(N3C(=NC(C(=C1)F)=C32)C)C)F